N[C@H](CN1C(C2=CC=CC=C2C1=O)=O)CC1=CC2=C(N(C(O2)=O)COCC[Si](C)(C)C)C=C1 2-[(2S)-2-amino-3-(2-oxo-3-{[2-(trimethylsilyl)ethoxy]methyl}-2,3-dihydro-1,3-benzoxazol-6-yl)propyl]-2,3-dihydro-1H-isoindole-1,3-dione